5-((1-(4-(trifluoromethyl)phenyl)-1H-pyrazol-4-yl)amino)pyrazine-2-carbonitrile FC(C1=CC=C(C=C1)N1N=CC(=C1)NC=1N=CC(=NC1)C#N)(F)F